N-(2-ethylhexyl)-2-phenyl-3,5,7-tritetrahydropyranyloxyquinolin-4-one C(C)C(CN1C(=C(C(C2=C(C=C(C=C12)OC1OCCCC1)OC1OCCCC1)=O)OC1OCCCC1)C1=CC=CC=C1)CCCC